2-(2-((2,4-dichloro-5-isopropoxyphenyl)-amino)-2-oxoethoxy)acetic acid ClC1=C(C=C(C(=C1)Cl)OC(C)C)NC(COCC(=O)O)=O